C1(CC1)COC1=CC=C(C=2C=CC=NC12)C(=O)O 8-(cyclopropylmethoxy)quinoline-5-carboxylic acid